3-(1,3-dimethyl-1H-pyrazol-5-yl)-6-methoxy-N,N-dimethyl-5H-pyrido[4,3-b]indol-8-amide CN1N=C(C=C1C1=CC=2NC=3C(=CC(=CC3C2C=N1)C(=O)N(C)C)OC)C